C1(C(C=CC2=NC3=CC=CC=C3N=C12)C(=O)[O-])C(=O)[O-] dihydrophenazinedicarboxylate